tert-butyl (NE)-N-[amino-(tert-butoxycarbonylamino)methylene]carbamate N/C(=N\C(OC(C)(C)C)=O)/NC(=O)OC(C)(C)C